FC(C=1C(=C(C=CC1)[C@@H](C)NC=1C=2C(N=C(N1)C)=C(C(N(C2)C2(CC2)CF)=O)N(C=2C=NN(C2)C)C)F)F (R)-4-((1-(3-(difluoromethyl)-2-fluorophenyl)ethyl)amino)-6-(1-(fluoromethyl)cyclopropyl)-2-Methyl-8-(methyl(1-methyl-1H-pyrazol-4-yl)amino)pyrido[4,3-d]pyrimidin-7(6H)-one